Z-indole-1-carboxylate N1(C=CC2=CC=CC=C12)C(=O)[O-]